4-(2-(2-(1H-pyrrol-1-yl)ethoxy)-4-((1R,5S)-3,8-diazabicyclo[3.2.1]octan-3-yl)-8-fluoroquinazolin-7-yl)naphthalen-2-ol N1(C=CC=C1)CCOC1=NC2=C(C(=CC=C2C(=N1)N1C[C@H]2CC[C@@H](C1)N2)C2=CC(=CC1=CC=CC=C21)O)F